1-(4-((4-((5-(5-fluoropyridin-3-yl)-2-methoxyphenyl)amino)-7-methoxy-quinazolin-6-yl)oxy)piperidin-1-yl)prop-2-en-1-one FC=1C=C(C=NC1)C=1C=CC(=C(C1)NC1=NC=NC2=CC(=C(C=C12)OC1CCN(CC1)C(C=C)=O)OC)OC